OC1=C(C=C(C=C1)C(C)(C)CC(C)(C)C)N1N=C2C(=N1)C=CC=C2 2-(2'-hydroxy-5-t-octylphenyl)benzotriazole